C(C)(=O)N[C@H](C(=O)N1[C@@H]([C@H]2[C@@H](C1)CCC2)C(=O)N[C@H](C[C@@H]2C(NCC2)=O)\C=C(/S(=O)(=O)C)\F)C2=CC=CC=C2 (1S,3aS,6aR)-2-((S)-2-acetamido-2-phenylacetyl)-N-((R,Z)-4-fluoro-4-(methylsulfonyl)-1-((R)-2-oxopyrrolidin-3-yl)but-3-en-2-yl)octahydrocyclopenta[c]pyrrole-1-carboxamide